tert-butyl (cyclobutylmethyl)((3R)-1-(1-(1-(4-(5-(dimethylamino)pyridazin-3-yl)-1H-1,2,3-triazol-1-yl) ethyl)-2-oxo-1,2-dihydropyridin-4-yl)piperidin-3-yl)carbamate C1(CCC1)CN(C(OC(C)(C)C)=O)[C@H]1CN(CCC1)C1=CC(N(C=C1)C(C)N1N=NC(=C1)C=1N=NC=C(C1)N(C)C)=O